4-(((5'-chloro-2'-((1-((2-(2,6-dioxopiperidin-3-yl)-1,3-dioxoisoindolin-5-yl)methyl)piperidin-4-yl)amino)-[2,4'-bipyridin]-6-yl)amino)methyl)tetrahydro-2H-pyran-4-carbonitrile ClC=1C(=CC(=NC1)NC1CCN(CC1)CC=1C=C2C(N(C(C2=CC1)=O)C1C(NC(CC1)=O)=O)=O)C1=NC(=CC=C1)NCC1(CCOCC1)C#N